C(#N)C1=C(C(C=O)=CC=C1)O 3-[cyano]salicylaldehyde